ClCCCOC=1C=C(C=O)C=CC1OC 3-(3-chloropropoxy)-4-methoxybenzaldehyde